COCCOCCNC(N)=O 3-(2-(2-methoxyethoxy)ethyl)urea